3,5-dibromo-2-chloropyridine-4-ol BrC=1C(=NC=C(C1O)Br)Cl